NC(=O)N[C@@H](CC1=CNC2=CC=CC=C12)C(=O)O N-(aminocarbonyl)-L-tryptophan